C(CCCCCCCCCCCCC)[NH-] myristylamide